C(C)(C)(C)C1=CC=C(C=C1)N(C(=O)N1[C@@H](CCC1)C#N)C(C(=O)O)C=1C=NC=C(C1)F 2-((S)-N-(4-(tert-butyl)phenyl)-2-cyanopyrrolidine-1-carboxamido)-2-(5-fluoropyridin-3-yl)acetic acid